1,2,4-triazine-6-carboxamide N1=NC=NC=C1C(=O)N